(2S)-2-({5-[2-(2,4-diamino-6-oxo-1,6-dihydropyrimidin-5-yl)acetamido]-3-fluoropyridin-2-yl}formamido)-3-methylbutanoic acid NC=1NC(C(=C(N1)N)CC(=O)NC=1C=C(C(=NC1)C(=O)N[C@H](C(=O)O)C(C)C)F)=O